OC1=C(C(=O)O)C=CC=C1.C(C=1C(O)=CC=CC1)(=O)OC1CCCCC1 cyclohexyl salicylate (2-hydroxybenzoate)